ClC1=C(C=C(C=C1)N1C(C2(C3=NC(=CC=C31)C(=O)N3C(C(NCC3)=O)(C)C)CCCC2)=O)F 1'-(4-chloro-3-fluorophenyl)-5'-(2,2-dimethyl-3-oxopiperazine-1-carbonyl)spiro[cyclopentane-1,3'-pyrrolo[3,2-b]pyridin]-2'(1'h)-one